N1(N=CC=C1)C1=CC=C(CC2=CC(=NC(=C2C)C2=NN(C=C2)C)C(=O)NC2CC3(COC3)C2)C=C1 4-(4-(1H-pyrazol-1-yl)benzyl)-5-methyl-6-(1-methyl-1H-pyrazol-3-yl)-N-(2-oxaspiro[3.3]heptan-6-yl)picolinamide